cyclooctadecane-7-carboxylic acid C1CCCCCC(CCCCCCCCCCC1)C(=O)O